(11R)-6-(2,6-Dimethylphenyl)-11-(2-methylpropyl)-12-{spiro[2.3]hexan-5-yl}-9-oxa-2λ6-thia-3,5,12,19-tetraazatricyclo[12.3.1.14,8]nonadeca-1(17),4(19),5,7,14(18),15-hexaen-2,2,13-trion CC1=C(C(=CC=C1)C)C1=NC=2NS(C3=CC=CC(C(N([C@@H](COC(=C1)N2)CC(C)C)C2CC1(CC1)C2)=O)=C3)(=O)=O